C(C)OC(=O)C=1NC2=C(C=CC=C2C1C1=CC(=C(C=C1)CS(=O)(=O)C)F)C(=C)CC(=O)OC(C)(C)C 7-(4-(tert-Butoxy)-4-oxobut-1-en-2-yl)-3-(3-fluoro-4-((methylsulfonyl)methyl)phenyl)-1H-indole-2-carboxylic acid ethyl ester